FC1=CC(=CC=2C=3N(CCOC21)C=NC3)C(=O)NC3CCC(CC3)NCC(F)(F)F 8-Fluoro-N-((1r,4r)-4-((2,2,2-trifluoroethyl)amino)cyclohexyl)-5,6-dihydrobenzo[f]imidazo[1,5-d][1,4]oxazepine-10-carboxamide